BrC1=NN(C(=C1)C(=O)NC1=CC=CC=2N=NNC(C21)=O)C2=NC=CC=C2Cl 3-bromo-1-(3-chloro-2-pyridinyl)-N-(4-oxo-3,4-dihydro-5-benzo[d][1,2,3]triazinyl)-1H-pyrazole-5-carboxamide